C(C)N1C[C@@H](CCC1)N1C=NC2=C1N=NC(=C2C)C2=C(C=C(C=C2)OC)O 2-[7-[(3R)-1-ethyl-3-piperidyl]-4-methyl-imidazo[4,5-c]pyridazin-3-yl]-5-methoxy-phenol